{4-[(3S)-3-{[(1R)-1-(naphthalen-1-yl)ethyl]amino}tetrahydro-1H-pyrrol-1-yl]-2-(propan-2-yloxy)phenyl}ethanoic acid ethyl ester C(C)OC(CC1=C(C=C(C=C1)N1C[C@H](CC1)N[C@H](C)C1=CC=CC2=CC=CC=C12)OC(C)C)=O